2-chloroquinoline-4-carboxylic acid ClC1=NC2=CC=CC=C2C(=C1)C(=O)O